C(C)N(CC)CNC(C(=C)C)=O N-[(diethylamino)methyl]methacrylamide